propargyl-3'-deoxyuridine C(C#C)[C@@]1([C@H](O)C[C@@H](CO)O1)N1C(=O)NC(=O)C=C1